(Z)-7-decene-5-lactone C1(CCCC(C\C=C/CC)O1)=O